5-nitro-2-(1,3-oxazol-2-yl)pyridine [N+](=O)([O-])C=1C=CC(=NC1)C=1OC=CN1